ClC1=C(C=NC2=C(N=C(C=C12)C)C1CC1)C(=O)N[C@@H](C)C1=CC(=C(C=C1)F)OC (S)-4-chloro-8-cyclopropyl-N-(1-(4-fluoro-3-methoxyphenyl)ethyl)-6-methyl-1,7-naphthyridine-3-carboxamide